2-(4-Methylphenylacetylamino)-N-(4-tert-butylphenyl)-1,3-selenazol-5-carboxamide CC1=CC=C(C=C1)CC(=O)NC=1[Se]C(=CN1)C(=O)NC1=CC=C(C=C1)C(C)(C)C